(2R,3S,4R,5R)-2-Aminomethyl-5-(6-amino-5-nitro-pyrimidin-4-ylamino)-tetrahydro-furan-3,4-diol NC[C@H]1O[C@H]([C@@H]([C@@H]1O)O)NC1=NC=NC(=C1[N+](=O)[O-])N